C(CC)S(SCCC)=O S-Propyl 1-propanesulfinothioate